C1(=CC=CC=C1)S(=O)(=O)N1C(OC(C2=C1C=CC=C2)C=C)=O 1-(benzenesulfonyl)-4-vinyl-1,4-dihydro-2H-benzo[d][1,3]oxazin-2-one